CC=1C(=C(C(=O)[O-])C=CC1)O.C(C1=CC=CC=C1)(=O)[O-].[Na+].C(N)(=O)C=1C=[N+](C=CC1)[C@H]1[C@@H]([C@@H]([C@H](O1)COP(=O)([O-])O)O)O.C(=O)(O)[C@H](C(C)C)[NH3+] (S)-1-Carboxy-2-methylpropan-1-aminium ((2R,3S,4R,5R)-5-(3-carbamoylpyridin-1-ium-1-yl)-3,4-dihydroxytetrahydrofuran-2-yl)methyl-phosphate sodium benzoate methyl-hydroxybenzoate